2-(5-bromo-2-oxo-1,2-dihydro-indol-3-ylidenemethyl)-5-methyl-1H-pyrrole-3-carboxylic acid ethyl ester C(C)OC(=O)C1=C(NC(=C1)C)C=C1C(NC2=CC=C(C=C12)Br)=O